tris(triphenylphosphine) rhodium chloride [Rh](Cl)(Cl)Cl.C1(=CC=CC=C1)P(C1=CC=CC=C1)C1=CC=CC=C1.C1(=CC=CC=C1)P(C1=CC=CC=C1)C1=CC=CC=C1.C1(=CC=CC=C1)P(C1=CC=CC=C1)C1=CC=CC=C1